FC(COC(C=C)=O)(C(C(C(F)F)(F)F)(F)F)F acrylic acid 2,2,3,3,4,4,5,5-octafluoropentyl ester